(S)-N-(5-(2-amino-[1,2,4]triazolo[1,5-a]pyridin-6-yl)-2-methylpyridin-3-yl)-3-(3,4-difluorophenyl)isooxazolidine-2-carboxamide NC1=NN2C(C=CC(=C2)C=2C=C(C(=NC2)C)NC(=O)N2OCC[C@H]2C2=CC(=C(C=C2)F)F)=N1